NC1=CC(=C(C=C1)C(\C=C\C1=CC=C(C=C1)F)=O)O (E)-1-(4-Amino-2-hydroxyphenyl)-3-(4-fluorophenyl)prop-2-en-1-one